CC(CC(C)NC=1N=NC(=CC1)NC1=CC=CC=C1)C N3-(4-methylpentan-2-yl)-N6-phenylpyridazine-3,6-diamine